5-[(1S,4S,5R)-5-{[5-cyclopropyl-3-(2,6-dichlorophenyl)-1,2-oxazol-4-yl]methoxy}-2-azabicyclo[2.2.1]heptan-2-yl]pyridine-2-carboxylic acid C1(CC1)C1=C(C(=NO1)C1=C(C=CC=C1Cl)Cl)CO[C@H]1[C@@H]2CN([C@H](C1)C2)C=2C=CC(=NC2)C(=O)O